Cl.Cl.C1=CC=CC=2C3=CC=CC=C3C(C12)CC1N(CCN(C1)CC=1C=C2CNCC2=CC1)C(=O)O (9H-fluoren-9-yl)methyl-4-(isoindolin-5-ylmethyl)piperazine-1-carboxylic acid dihydrochloride